FC=1C=C(C=CC1C)C1=C(C2=C(CCC1)C=C(C=C2)O)C2=CC=C(C=C2)O[C@@H]2CN(CC2)CCCF 6-(3-fluoro-4-methyl-phenyl)-5-[4-[(3S)-1-(3-fluoropropyl)pyrrolidin-3-yl]oxyphenyl]-8,9-dihydro-7H-benzo[7]annulen-2-ol